trifluoro-1-hydroxy-2-naphthoic acid FC1=C2C(=C(C(=C(C2=CC=C1)O)C(=O)O)F)F